butyl propionate C(CC)(=O)OCCCC